(1r,4s)-4-(3-bromoanilino)-6'-hydroxy-2',3'-dihydrospiro[cyclohexane-1,1'-indene]-4-carboxylic acid BrC=1C=C(NC2(CCC3(CCC4=CC=C(C=C34)O)CC2)C(=O)O)C=CC1